C(CCCCCCCCC)(=O)O[C@@H]1[C@@](O[C@H](C1)N1C2=NC(=NC(=C2N=C1)N)F)(C#C)COC(=O)OCC (2R,3S,5R)-5-(6-amino-2-fluoro-9H-purin-9-yl)-2-(((ethoxycarbonyl)oxy)methyl)-2-ethynyltetrahydrofuran-3-yl decanoate